BrC=1C(=C(C=2N(C1)C=CN2)I)C#N 6-bromo-8-iodoimidazo[1,2-a]pyridine-7-carbonitrile